N1(N=NC=C1)C=1C=CC(=NC1)CN1C(C(N(C=C1)C1(CC1)C)=O)=O 1-((5-(1H-1,2,3-triazol-1-yl)pyridin-2-yl)methyl)-4-(1-methylcyclopropyl)-1,4-dihydropyrazine-2,3-dione